C(CC(C)C)NCCCCCCCN N-isopentylheptane-1,7-diamine